C(C)(=O)N1[C@H]([C@@H]([C@H](C2=CC(=CC=C12)C(=O)N)NC1=C(C=C(C=C1)C#N)F)C)C1CC1 (2S,3R,4R)-1-acetyl-4-((4-cyano-2-fluorophenyl)amino)-2-cyclopropyl-3-methyl-1,2,3,4-tetrahydroquinoline-6-carboxamide